methyl (5-((2-amino-2,4-dimethylpent-4-en-1-yl)oxy)-4-(trifluoromethyl)-[2,4'-bipyridyl]-2'-yl)carbamate NC(COC=1C(=CC(=NC1)C1=CC(=NC=C1)NC(OC)=O)C(F)(F)F)(CC(=C)C)C